C1C(CC2OC3=C(C21)C=CC=C3)O 2,3,3a,8b-tetrahydro-1H-cyclopenta[b]benzofuran-2-ol